1,1'-((4-(4-(2-((4-(bis(2-hydroxyhexadecyl)amino)butyl)(2-hydroxyhexadecyl)amino)ethyl)piperazin-1-yl)butyl)azanediyl)bis(hexadecan-2-ol) OC(CN(CCCCN(CCN1CCN(CC1)CCCCN(CC(CCCCCCCCCCCCCC)O)CC(CCCCCCCCCCCCCC)O)CC(CCCCCCCCCCCCCC)O)CC(CCCCCCCCCCCCCC)O)CCCCCCCCCCCCCC